rac-trans-N-(2-(4,4-difluorocyclohexyl)-4-(2,5-difluorophenyl)pyridin-3-yl)-5-methoxy-5-methyltetrahydro-2H-pyran-2-carboxamide FC1(CCC(CC1)C1=NC=CC(=C1NC(=O)[C@@H]1OC[C@@](CC1)(C)OC)C1=C(C=CC(=C1)F)F)F |r|